7-hydroxyflavone OC1=CC=C2C(C=C(OC2=C1)C1=CC=CC=C1)=O